[Li].FC(OC=1C=CC(=NC1)C(NC1=C(C=CC=C1)F)=S)F 5-(difluoromethoxy)-N-(2-fluorophenyl)pyridine-2-thioamide lithium